bis(4-hydroxyphenyl)carbonate OC1=CC=C(C=C1)OC(OC1=CC=C(C=C1)O)=O